1-(4-(6-(2-(4-(5-fluoro-2-methylphenyl)pyridin-2-yl)acetamido)pyridazin-3-yl)butyl)-N-methyl-1H-1,2,3-triazole-4-carboxamide FC=1C=CC(=C(C1)C1=CC(=NC=C1)CC(=O)NC1=CC=C(N=N1)CCCCN1N=NC(=C1)C(=O)NC)C